5-bromo-dinaphtho[1,2-d:1',2'-d']benzo[1,2-b:5,4-b']difuran BrC1=CC2=C(C3=C(O2)C=C2OC4=C(C2=C3)C3=CC=CC=C3C=C4)C=4C=CC=CC14